N\C(=C/C(=O)C1=CC=CC=C1)\C1=C(C=CC=C1)F (2Z)-3-amino-3-(2-fluorophenyl)-1-phenylprop-2-en-1-one